tert-butyl (2-(2-cyano-6,7-difluoro-4-methoxy-1H-indol-1-yl)ethyl)carbamate C(#N)C=1N(C2=C(C(=CC(=C2C1)OC)F)F)CCNC(OC(C)(C)C)=O